C(C)C(CN(CN1N=NC2=C1C=CC=C2C)CC(CCCC)CC)CCCC N,N-bis(2-ethylhexyl)-4-methylbenzotriazole-1-methylamine